2-methyl-6-[4-(4,4,5,5-tetramethyl-1,3,2-dioxaborolan-2-yl) phenoxy]Pyridinelauryl stearyl thiodipropionate tridecyl-phosphite C(CCCCCCCCCCCC)OP(O)O.S(CCC(=O)OCCCCCCCCCCCCCCCCCC)CCC(=O)OCCCCCCCCCCCCC1(NC(=CC=C1)OC1=CC=C(C=C1)B1OC(C(O1)(C)C)(C)C)C